N-(6-(1-(2-((2-fluoro-5-(trifluoromethyl)phenyl)amino)-2-oxoethyl)-1H-pyrazol-4-yl)-1H-indazol-3-yl)cyclopropanecarboxamide FC1=C(C=C(C=C1)C(F)(F)F)NC(CN1N=CC(=C1)C1=CC=C2C(=NNC2=C1)NC(=O)C1CC1)=O